titanium tris(ethylacetoacetate) mono-sec-butoxide CC([O-])CC.C(C)CC(CC(=O)[O-])=O.C(C)CC(CC(=O)[O-])=O.C(C)CC(CC(=O)[O-])=O.[Ti+4]